C(C1=CC=CC=C1)N(C1=NC(=CC=C1[N+](=O)[O-])C)C1CC(C1)(F)F N-benzyl-N-(3,3-difluorocyclobutyl)-6-methyl-3-nitropyridin-2-amine